C1(CC1)N(CCC(C(=O)O)NC(=O)OCC(C)(C)C)CCCCC1=NC=2NCCCC2C=C1 4-[cyclopropyl-[4-(5,6,7,8-tetrahydro-1,8-naphthyridin-2-yl)butyl]amino]-2-(2,2-dimethylpropoxycarbonylamino)butanoic acid